ClC1=C(C=CC=C1)S(=O)(=O)NCCC1=C(C=CC=C1)Cl 2-chloro-N-[2-(2-chlorophenyl)ethyl]benzene-1-sulfonamide